C(C)(C)C1=C(NC2=CC=C(C=C12)OCC1CCNCC1)C=1C=C(C(N(C1)C)=O)C 5-(3-isopropyl-5-(piperidin-4-ylmethoxy)-1H-indol-2-yl)-1,3-dimethylpyridin-2(1H)-one